(1R,2S,5S)-8-(benzyloxy)-N-(2,4-difluorobenzyl)-5-(fluoromethyl)-2-methyl-7,9-dioxo-2,5,7,9-tetrahydro-1,6-methanopyrido[1,2-b][1,2,5]triazonine-10-carboxamide C(C1=CC=CC=C1)OC=1C(C(=CN2N3[C@H](C=C[C@H](N(C(C21)=O)C3)CF)C)C(=O)NCC3=C(C=C(C=C3)F)F)=O